C(C)(C)N(C(C)C)P(OC(C(CCCCCCCCCCC(C)C)C#N)CCC)N(C(C)C)C(C)C Bis(diisopropylamino)(1-propyl-2-cyano-2-(isotridecyl)ethoxy)phosphine